methyl 3-[3-(4-tert-butoxycarbonylpiperazin-1-yl)anilino]-5-(methylamino)-6-(3-methylimidazo[4,5-c]pyridin-7-yl)pyrazine-2-carboxylate C(C)(C)(C)OC(=O)N1CCN(CC1)C=1C=C(NC=2C(=NC(=C(N2)NC)C=2C3=C(C=NC2)N(C=N3)C)C(=O)OC)C=CC1